Cl.C(#N)C[C@@H]1CN(CCN1)C1=NC(=C(C=2CN(CCC12)C1=CC=CC2=CC=CC=C12)C#N)OC[C@H]1N(CCC1)C ((R)-3-(cyanomethyl)piperazin-1-yl)-3-(((S)-1-methylpyrrolidin-2-yl)methoxy)-6-(naphthalen-1-yl)-5,6,7,8-tetrahydro-2,6-naphthyridine-4-carbonitrile hydrochloride